ClC=1C=C(C=C(C1C(F)(F)F)C1=C(C=2N=C(N=C(C2C=N1)N1CCNC2(COC2)C1)OC[C@]12CCCN2C[C@@H](C1)F)F)O 3-chloro-5-(8-fluoro-2-(((2R,7aS)-2-fluorotetrahydro-1H-pyrrolizin-7a(5H)-yl)methoxy)-4-(2-oxa-5,8-diazaspiro[3.5]nonan-8-yl)pyrido[4,3-d]pyrimidin-7-yl)-4-(trifluoromethyl)phenol